(2S,3R)-3-((2-amino-6-methylpyridin-4-yl)methyl)-N2-(1-methyl-1H-pyrazol-4-yl)-N1-((R)-1-(2,3-dimethylphenyl)propyl)-N2-methyl-4-oxoazetidine-1,2-dicarboxamide NC1=NC(=CC(=C1)C[C@@H]1[C@H](N(C1=O)C(=O)N[C@H](CC)C1=C(C(=CC=C1)C)C)C(=O)N(C)C=1C=NN(C1)C)C